NC1=C(C(=O)N2CCC(CC2)N2C(NC3=NC=C(C=C32)O[C@H]3CN(CC3)C)=O)C=CC(=C1)OC(F)(F)F |r| (rac)-1-[1-[2-amino-4-(trifluoromethoxy)benzoyl]-4-piperidyl]-6-(1-methylpyrrolidin-3-yl)oxy-3H-imidazo[4,5-b]pyridin-2-one